1-(4-(3-((4-amino-7-methyl-5-(4-phenoxyphenyl)-7H-pyrrolo[2,3-d]pyrimidin-6-yl)ethynyl)-3-hydroxyazetidin-1-yl)piperidin-1-yl)prop-2-en-1-one NC=1C2=C(N=CN1)N(C(=C2C2=CC=C(C=C2)OC2=CC=CC=C2)C#CC2(CN(C2)C2CCN(CC2)C(C=C)=O)O)C